2-[[(2S,3R)-3-(tert-butoxycarbonylamino)-2-hydroxy-4-phenyl-butanoyl]amino]-2-methyl-3-phenyl-propanoic acid C(C)(C)(C)OC(=O)N[C@@H]([C@@H](C(=O)NC(C(=O)O)(CC1=CC=CC=C1)C)O)CC1=CC=CC=C1